(Z)-3-(1-(4-amino-2-fluoro-but-2-en-1-yl)-2-(trifluoromethyl)-1H-benzo[d]imidazol-4-yl)-N,N-dimethylbenzenesulfonamide NC\C=C(\CN1C(=NC2=C1C=CC=C2C=2C=C(C=CC2)S(=O)(=O)N(C)C)C(F)(F)F)/F